5-((4-([1,1'-biphenyl]-3-yl)-5-chloropyrimidin-2-yl)amino)nicotinamide C1(=CC(=CC=C1)C1=NC(=NC=C1Cl)NC=1C=NC=C(C(=O)N)C1)C1=CC=CC=C1